C(C)(C)(C)O[C@H](C(=O)O)C1=C(C2=C(N=C(S2)C=2C=C3C(=NN(C3=CC2)C)C2CCN(CC2)C2CC(C2)(F)F)C=C1C)C1=CC=C(C=C1)Cl (S)-2-(tert-butoxy)-2-(7-(4-chlorophenyl)-2-(3-(1-(3,3-difluorocyclobutyl)piperidin-4-yl)-1-methyl-1H-indazol-5-yl)-5-methylbenzo[d]thiazol-6-yl)acetic acid